O1CCOC12CCC(CC2)CS(=O)(=O)C2=CC(=C(C=C2)C2=CC=C(C=C2)C#N)F 4'-(((1,4-Dioxaspiro[4.5]dec-8-yl)methyl)sulfonyl)-2'-fluoro-[1,1'-biphenyl]-4-carbonitrile